CS(=O)(=O)C=1C(=NC=CC1)NC=1C=C(N=NC1C(NC([2H])([2H])[2H])=O)NC1=CC=C(C=N1)C(C)(C)NC(OC)=O methyl N-{2-[6-({5-[(3-methanesulfonylpyridin-2-yl)amino]-6-[(2H3)methylcarbamoyl]pyridazin-3-yl}amino)pyridin-3-yl]propan-2-yl}carbamate